C(C)OC(CC(C1=CC2=C(N(N=N2)C)C(=C1)OC)C1=C2CCN(CC2=CC=C1)C(C1=C(C=C(C=C1)OCCCCCCC)Cl)=O)=O 3-[2-(2-chloro-4-heptyloxybenzoyl)-1,2,3,4-tetrahydroisoquinolin-5-yl]-3-(7-methoxy-1-methyl-1H-benzo[d][1,2,3]triazol-5-yl)propionic acid ethyl ester